5-bromo-3-(1,5-dimethyl-1H-pyrazol-4-yl)pyridin-2-amine BrC=1C=C(C(=NC1)N)C=1C=NN(C1C)C